[Si](C)(C)(C(C)(C)C)OCC[C@@H](CC1=C(C2=NC(=CC(=C2O1)SC)Cl)C)NC(OC(C)(C)C)=O tert-butyl N-[(2S)-4-[(tert-butyldimethylsilyl)oxy]-1-[5-chloro-3-methyl-7-(methylsulfanyl)furo[3,2-b]pyridin-2-yl]butan-2-yl]carbamate